anti-amphetamine NC(C)CC1=CC=CC=C1